C(C)NC(C)CC1=CC2=C(C=C1)OCO2 N-ethyl-3,4-methylenedioxy-amphetamine